N-heptanal CCCCCCC=O